Para-tert-butylbenzaldehyde C(C)(C)(C)C1=CC=C(C=O)C=C1